tri-methylolpropane tri(3-mercapto acrylate) SC=CC(=O)O.SC=CC(=O)O.SC=CC(=O)O.C(O)C(CC)(CO)CO